OC1(CCN(CC1)C(=O)[C@H]1[C@@H](CN(CC1)CC1=NC=CC(=N1)C)C1=CC=CC=C1)CN1C=NC2=C(C1=O)C=CN2C2=CC=C(C=C2)OC 3-[[4-hydroxy-1-[(3R,4R)-1-[(4-methylpyrimidin-2-yl)methyl]-3-phenyl-piperidine-4-carbonyl]-4-piperidinyl]methyl]-7-(4-methoxyphenyl)pyrrolo[2,3-d]pyrimidin-4-one